5-(4-chloro-2-fluorophenyl)-2,3-dimethyl-7-((2R)-2-(2-methyl-4-pyridinyl)-4-morpholinyl)pyrido[4,3-d]pyrimidin-4(3H)-one ClC1=CC(=C(C=C1)C1=NC(=CC=2N=C(N(C(C21)=O)C)C)N2C[C@H](OCC2)C2=CC(=NC=C2)C)F